2-ethylhexyl-2-methoxybenzoate C(C)C(COC(C1=C(C=CC=C1)OC)=O)CCCC